5-(3-hydroxy-4-propoxyphenyl)-5,6-dihydropyrido[2,3-d]pyrimidine-4,7(3H,8H)-dione OC=1C=C(C=CC1OCCC)C1CC(NC=2N=CNC(C21)=O)=O